4-(3-((4-bromobutoxy)methyl)-5-(4-fluorophenyl)-1H-pyrazol-1-yl)benzenesulfonamide BrCCCCOCC1=NN(C(=C1)C1=CC=C(C=C1)F)C1=CC=C(C=C1)S(=O)(=O)N